(3aR,8bS)-2,2,6,6,7,8,8-heptamethyl-decahydro-2H-indeno[4,5-b]furan CC1(C[C@@H]2[C@H](O1)C1C(C(C(C1CC2)(C)C)C)(C)C)C